N-(((2S,4R)-1-(2-(3-acetyl-5-(2-methylpyrimidin-5-yl)-1H-indazol-1-yl)acetyl)-4-fluoropyrrolidin-2-yl)methyl)-3-chloro-2-fluorobenzamide C(C)(=O)C1=NN(C2=CC=C(C=C12)C=1C=NC(=NC1)C)CC(=O)N1[C@@H](C[C@H](C1)F)CNC(C1=C(C(=CC=C1)Cl)F)=O